FC1=C(N)C(=CC(=C1)C(F)(F)F)C(C)C 2-fluoro-6-isopropyl-4-(trifluoromethyl)aniline